4-[5-(aminomethyl)pyridin-2-yl]-3-[2-methyl-5-(trifluoromethyl)pyrazol-3-yl]oxybenzonitrile NCC=1C=CC(=NC1)C1=C(C=C(C#N)C=C1)OC=1N(N=C(C1)C(F)(F)F)C